sulfooxaloacetic acid S(=O)(=O)(O)C(C(=O)O)C(=O)C(=O)O